[2-(piperidin-4-yl)ethyl]-6alpha-hydroxyandrostane-17-one N1CCC(CC1)CCC[C@@]12C(CC[C@H]1[C@@H]1C[C@@H](C3CCCC[C@]3(C)[C@H]1CC2)O)=O